3-((4-((1-butylazetidin-3-yl)oxy)-3,5-difluorobenzyl)oxy)-7,8,8a,9-tetrahydropyrrolo[1',2':3,4]imidazo[1,2-c]pyrimidin-1(6H)-one C(CCC)N1CC(C1)OC1=C(C=C(COC=2C=C3N(C(N2)=O)CC2N3CCC2)C=C1F)F